3-(5-(((1R,2R)-2-(3-(2-fluorophenyl)azetidin-1-yl)cyclohexyl)oxy)-1-oxoisoindolin-2-yl)piperidine-2,6-dione FC1=C(C=CC=C1)C1CN(C1)[C@H]1[C@@H](CCCC1)OC=1C=C2CN(C(C2=CC1)=O)C1C(NC(CC1)=O)=O